ClC1=CC=C2C(=N1)C(=CN2)NC2=NC1=C(N2CCOC)C=C(C=C1F)F N-(5-chloro-1H-pyrrolo[3,2-b]pyridin-3-yl)-4,6-difluoro-1-(2-methoxyethyl)-1H-benzo[d]imidazole-2-amine